FC=1C=C(C=CC1)[C@@H](CO)N1C(N2C(C1)=CC(=C2)C2=NC(=NC=C2)NC2=CC=NN2C)=O (S)-2-(1-(3-fluorophenyl)-2-hydroxyethyl)-6-(2-((1-methyl-1H-pyrazol-5-yl)amino)pyrimidin-4-yl)-1H-pyrrolo[1,2-c]imidazol-3(2H)-one